ethyl 3-(3-(1-(2-(5-((4,6-difluoro-1H-indol-5-yl)oxy)-2-fluorophenyl)-1-methyl-1H-imidazol-4-yl)ethyl)-2-fluorophenyl)propanoate FC1=C2C=CNC2=CC(=C1OC=1C=CC(=C(C1)C=1N(C=C(N1)C(C)C=1C(=C(C=CC1)CCC(=O)OCC)F)C)F)F